C(C)(C)(C)C1=C(C(=CC(=C1)C)C)O 2-(tert-butyl)-4,6-dimethylphenol